ditantalum trioxide [O-2].[O-2].[O-2].[Ta+5].[Ta+5]